CC1C(=NC=CC1=O)O 3-methyl-4-oxo-4H-pyridol